(S)-N-(3-(2-methyl-1-(4-methyl-4H-1,2,4-triazol-3-yl)propan-2-yl)phenyl)-5-((3-methylpiperidin-1-yl)methyl)-2-oxo-1-(2,2,2-trifluoroethyl)-1,2-dihydropyridine-3-carboxamide CC(CC1=NN=CN1C)(C)C=1C=C(C=CC1)NC(=O)C=1C(N(C=C(C1)CN1C[C@H](CCC1)C)CC(F)(F)F)=O